C[C@@H]1CCC[C@H](C(N1)=O)NC(OCC1=CC=CC=C1)=O Benzyl ((3R,7R)-7-methyl-2-oxoazepan-3-yl)carbamate